(R)-(5-(7-fluoro-6-(2-methylmorpholino)-1H-benzo[d]imidazol-2-yl)-1H-pyrrol-3-yl)(2-(trifluoromethyl)pyridin-3-yl)methanone FC1=C(C=CC2=C1NC(=N2)C2=CC(=CN2)C(=O)C=2C(=NC=CC2)C(F)(F)F)N2C[C@H](OCC2)C